thulium trihydroxide [OH-].[OH-].[OH-].[Tm+3]